6-bromo-8-chloro-2-decyl-1,2,3,4-tetrahydroisoquinoline BrC=1C=C2CCN(CC2=C(C1)Cl)CCCCCCCCCC